tert-butyl {[4-(bromoacetyl)bicyclo[2.2.2]octan-1-yl]methyl}carbamate BrCC(=O)C12CCC(CC1)(CC2)CNC(OC(C)(C)C)=O